1-(6-((4-((2-fluoro-4-((1-(2-methoxypyrimidin-5-yl)-1H-pyrazol-3-yl)oxy)phenyl)amino)-7-methoxyquinazolin-6-yl)amino)-2-azaspiro[3.3]heptan-2-yl)prop-2-en-1-one FC1=C(C=CC(=C1)OC1=NN(C=C1)C=1C=NC(=NC1)OC)NC1=NC=NC2=CC(=C(C=C12)NC1CC2(CN(C2)C(C=C)=O)C1)OC